3-(bromo(4-fluorophenyl)methyl)-5-cyclopropylisoxazole BrC(C1=NOC(=C1)C1CC1)C1=CC=C(C=C1)F